Methyl 3-selenocyanobenzoate [Se](C#N)C=1C=C(C(=O)OC)C=CC1